OC1SC2=C(N1O)C=CC=C2 2,3-dihydroxybenzothiazole